N-[1-(3-fluoropropyl)azetidin-3-yl]-6-[(6S,8R)-8-methyl-7-(2,2,2-trifluoroethyl)-6,7,8,9-tetrahydro-3H-pyrazolo[4,3-f]isoquinolin-6-yl]pyridin-3-amine FCCCN1CC(C1)NC=1C=NC(=CC1)[C@H]1N([C@@H](CC2=C3C(=CC=C12)NN=C3)C)CC(F)(F)F